Tert-Butyl (S)-4-((S)-2-((S)-2-aminopropanamido)-3-(tert-butoxy)propanamido)-5-((4-(hydroxymethyl)phenyl)amino)-5-oxopentanoate N[C@H](C(=O)N[C@H](C(=O)N[C@@H](CCC(=O)OC(C)(C)C)C(=O)NC1=CC=C(C=C1)CO)COC(C)(C)C)C